2-(4-((tert-butoxycarbonyl)amino)piperidin-1-yl)-6-(4-cyano-3-fluorophenyl)-5-(3-fluoro-4-methoxy phenyl)pyrimidine-4-carboxylate C(C)(C)(C)OC(=O)NC1CCN(CC1)C1=NC(=C(C(=N1)C(=O)[O-])C1=CC(=C(C=C1)OC)F)C1=CC(=C(C=C1)C#N)F